N-o-tolyl-thiourea C1(=C(C=CC=C1)NC(=S)N)C